OC1CC2(C1)CCN(CC2)C2=NOC(=C2)C(C(=O)OCC)C(C)C ethyl 2-(3-(2-hydroxy-7-azaspiro[3.5]nonan-7-yl)isoxazol-5-yl)-3-methylbutanoate